O[C@@H]1CC(N(C1)C)=O (4R)-4-hydroxy-1-methylpyrrolidin-2-one